C(C)N1C[C@@H](CCC1)N1C=C(C2=C1N=NC(=C2)C2=C(C=C(C=C2C)C(F)(F)F)O)OC 2-{7-[(3R)-1-ethylpiperidin-3-yl]-5-methoxy-7H-pyrrolo[2,3-c]pyridazin-3-yl}-3-methyl-5-(trifluoromethyl)phenol